ethyl 5-hydroxy-2-methyl-4-(piperidin-1-ylmethyl)-1-(p-tolyl)-1H-indole-3-carboxylate OC=1C(=C2C(=C(N(C2=CC1)C1=CC=C(C=C1)C)C)C(=O)OCC)CN1CCCCC1